(R)-3-(4,6-dichloro-5-(4,4-difluoropiperidin-1-yl)-1H-benzo[d]imidazol-2-yl)-3-(4-(ethylsulfonyl)phenyl)propan-1-ol ClC1=C(C(=CC=2NC(=NC21)[C@H](CCO)C2=CC=C(C=C2)S(=O)(=O)CC)Cl)N2CCC(CC2)(F)F